FC=1C=C(C=C(C1)OC)C1=CC2=C(O[C@H](CN2S(=O)(=O)C2=CC(=CC=C2)C(F)(F)F)CC2(CCOCC2)C(=O)O)C=C1 (S)-4-((6-(3-fluoro-5-methoxy-phenyl)-4-((3-(trifluoromethyl)-phenyl)sulfonyl)-3,4-dihydro-2H-benzo[b][1,4]oxazin-2-yl)methyl)tetrahydro-2H-pyran-4-carboxylic acid